[2H]C1=NN=C2N1N=C(C(=C2C)C)N2CC=1C=C(C=NC1CC2)C=2C(=NN(C2)C)C 6-(3-deuterio-7,8-dimethyl-[1,2,4]triazolo[4,3-b]pyridazin-6-yl)-3-(1,3-dimethylpyrazol-4-yl)-7,8-dihydro-5H-1,6-naphthyridine